Methyl 8-(4-isobutyrylpiperazin-1-yl)-6-(N-(4-methoxybenzyl)-N-(1-methylcyclopropyl)sulfamoyl)-[1,2,4]triazolo[4,3-a]pyridine-3-carboxylate C(C(C)C)(=O)N1CCN(CC1)C=1C=2N(C=C(C1)S(N(C1(CC1)C)CC1=CC=C(C=C1)OC)(=O)=O)C(=NN2)C(=O)OC